OC=1C=CC(=NC1)C(CN1C[C@@H]2[C@H](C1)CC(C2)OC2=CC=C(C=C2)OC)=O 1-(5-hydroxypyridin-2-yl)-2-((3aR,5r,6aS)-5-(4-methoxyphenoxy)hexahydrocyclopenta[c]pyrrol-2(1H)-yl)ethanone